3-(1H-indol-3-yl)-2-methyl-1-phenylprop-2-en-1-one N1C=C(C2=CC=CC=C12)C=C(C(=O)C1=CC=CC=C1)C